(S)-1-(3-aminopiperidin-1-yl)-2-fluoro-5,6,7,8,9,10-hexa-hydrocyclohepta[b]indole-4-carboxamide N[C@@H]1CN(CCC1)C1=C2C3=C(NC2=C(C=C1F)C(=O)N)CCCCC3